1-Stearoyl-2-linoleoyl-sn-glycero-3-phosphorylcholine C(CCCCCCCCCCCCCCCCC)(=O)OC[C@@H](OC(CCCCCCC\C=C/C\C=C/CCCCC)=O)COP(=O)(O)OCC[N+](C)(C)C